7-bromo-1-methyl-indazole-5-carbohydrazide BrC=1C=C(C=C2C=NN(C12)C)C(=O)NN